C(C)(C)(C)OC(=O)N[C@@H](CC(=O)OCC)C=1C=C(C=C(C1F)F)C1=C(C=C(C=C1OS(=O)(=O)C(F)(F)F)F)C Ethyl (S)-3-((tert-butoxycarbonyl)amino)-3-(4,4',5-trifluoro-2'-methyl-6'-(((trifluoromethyl)sulfonyl)oxy)-[1,1'-biphenyl]-3-yl)propanoate